3-(4-chloro-2-fluorophenyl)-2,2-difluoro-3-hydroxypropionic acid ethyl ester C(C)OC(C(C(O)C1=C(C=C(C=C1)Cl)F)(F)F)=O